CC1=NN=C2N1C=NC(=C2)OC2=C(C=C(C=C2)N)C 3-methyl-7-(2-methyl-4-aminophenoxy)-[1,2,4]triazolo[4,3-c]pyrimidine